5-chloronicotinic acid ClC=1C=NC=C(C(=O)O)C1